[N+]1(=CC=CC=C1)[N+]1=CC=CC=C1.S1(NN=CC2=C1C=CC=C2)=O benzothiadiazinone, bipyridinium salt